COCOC(=O)C1=C(C(=C(C(=C1C)C)OC(C1=C(C(=C(C(=C1C)F)O)C)CC)=O)C)C 4-((methoxymethoxy)carbonyl)-2,3,5,6-tetramethylphenyl-2-ethyl-5-fluoro-4-hydroxy-3,6-dimethylbenzoate